(5-amino-1H-pyrazol-3-yl)methanol NC1=CC(=NN1)CO